ClC1=C(C2=C(C(=N1)N1CCC(CC1)NC(OC(C)(C)C)=O)C(NC2)=O)C2=CC(=C(C=C2)OC)F tert-butyl (1-(6-chloro-7-(3-fluoro-4-methoxyphenyl)-3-oxo-2,3-dihydro-1H-pyrrolo[3,4-c]pyrid-4-yl)piperid-4-yl)carbamate